FC=1C=CC(=C(C(=O)N(C(C)C)C(C)C)C1)OC=1C(=NC=NC1)N1CC2(C1)CN(C2)CC2CCOCC2 5-fluoro-N,N-diisopropyl-2-((4-(6-((tetrahydro-2H-pyran-4-yl)methyl)-2,6-diazaspiro[3.3]heptan-2-yl)pyrimidin-5-yl)oxy)benzamide